4-(6-(2-Azabicyclo[2.2.2]oct-2-yl)-4-chloropyridineamido)-2-methylbenzoic acid C12N(CC(CC1)CC2)C2=CC(=CC(=N2)C(=O)NC2=CC(=C(C(=O)O)C=C2)C)Cl